2-{3-(dibenzothiophen-4-yl)-5-(1,1'-biphenyl-4-yl)phenyl}-4,6-diphenyl-1,3,5-triazine C1=CC=C(C=2SC3=C(C21)C=CC=C3)C=3C=C(C=C(C3)C3=CC=C(C=C3)C3=CC=CC=C3)C3=NC(=NC(=N3)C3=CC=CC=C3)C3=CC=CC=C3